5,6-dimethylnicotinaldehyde CC=1C(=NC=C(C=O)C1)C